ClC=1C=C(NC2(CCC3(C(=CC4=CC=CC=C34)C3=CC=C(C=C3)OCC3=CC=NC=C3)CC2)C(=O)O)C=CC1 (1s,4s)-4-(3-Chloroanilino)-2'-{4-[(pyridin-4-yl)methoxy]phenyl}spiro[cyclohexane-1,1'-indene]-4-carboxylic acid